(1-((2r,4r,5r)-3,3-difluoro-4-hydroxy-5-(hydroxymethyl)tetrahydrofuran-2-yl)-2-oxo-1,2-dihydropyrimidin-4-yl)-5-methylpyridinecarboxamide FC1([C@@H](O[C@@H]([C@H]1O)CO)N1C(N=C(C=C1)C=1C(=NC=C(C1)C)C(=O)N)=O)F